COC1(CCN(CC1)C(=O)OCC1=CC=CC=C1)C(=O)OC O1-benzyl O4-methyl 4-methoxypiperidine-1,4-dicarboxylate